C(C1=CC=CC=C1)NS(=O)(=O)C1=C(C(=C(C=C1CCCCC)O)CC=C(CCC=C(C)C)C)O N-benzyl-3-(3,7-dimethylocta-2,6-dien-1-yl)-2,4-dihydroxy-6-pentylbenzenesulfonamide